(R)-3-(4-amino-2-oxa-8-azaspiro[4.5]decan-8-yl)-6-((2,3-dichlorophenyl)thio)pyrazin-2(1H)-one N[C@H]1COCC12CCN(CC2)C=2C(NC(=CN2)SC2=C(C(=CC=C2)Cl)Cl)=O